C(C1=CC=CC=C1)C1C(C1)C1=CC=C(C=C1)OC 1-(2-benzylcyclopropyl)4-methoxybenzene